C(CCCCC=C)OCC(=O)NN 2-(hept-6-en-1-yloxy)acethydrazide